C1(NC(NC=2C=CC=3C=CN=CC3C21)=O)=O PYRIMIDO-ISOQUINOLIN-QUINONE